9-(6-chloro-5-(difluoromethoxy)pyridin-2-yl)spiro[4.5]decane-6-one ClC1=C(C=CC(=N1)C1CCC(C2(CCCC2)C1)=O)OC(F)F